ClC1=CC=C(C=C1)C1=CC=2C(=C(N=NC2CC=2C=NC=CC2)C(=O)N)S1 2-(4-chlorophenyl)-4-(3-pyridylmethyl)-thieno[2,3-d]pyridazine-7-carboxamide